5-(pyrazin-2-ylamino)-3-(4-((3,3,3-trifluoropropyl)sulfonamido)phenyl)-1H-pyrazole-4-carboxamide N1=C(C=NC=C1)NC1=C(C(=NN1)C1=CC=C(C=C1)NS(=O)(=O)CCC(F)(F)F)C(=O)N